C(#N)C1=NC=CC(=C1)C1=CN=C(O1)C(=O)N1[C@H]2[C@H](CC1)[C@@H](N(C2)C#N)C (3aR,4S,6aS)-1-(5-(2-cyanopyridin-4-yl)oxazole-2-carbonyl)-4-methyl-hexahydropyrrolo[3,4-b]pyrrole-5(1H)-carbonitrile